C(C)(C)(C)OC(=O)N1CC2=CC=CC(=C2C1)C1=CC(=NC=C1)C(NCC1=CC=CC=C1)=O 4-(2-(benzylcarbamoyl)pyridin-4-yl)isoindoline-2-carboxylic acid tert-butyl ester